N-tert-butoxycarbonylpyrazole C(C)(C)(C)OC(=O)N1N=CC=C1